meta-aminobenzoic acid methyl ester COC(C1=CC(=CC=C1)N)=O